C(C)(=O)N1CC2=CC=C(C=C2CC1)OCCN1CCC2(CC1)C(N(C1=CC=CC=C12)C)=O 1'-{2-[(2-acetyl-1,2,3,4-tetrahydroisoquinolin-6-yl)oxy]ethyl}-1-methyl-1,2-dihydrospiro[indole-3,4'-piperidin]-2-one